1-(dicyclohexylmethyl)-3-[[2-(difluoromethoxy)pyridin-4-yl]methyl]urea C1(CCCCC1)C(NC(=O)NCC1=CC(=NC=C1)OC(F)F)C1CCCCC1